8-[(3R)-4-[Bis(4-methylphenyl)methyl]-3-methylpiperazin-1-yl]-5-methyl-6-oxo-5,6-dihydro-1,5-naphthyridin-2,7-dicarbonitril CC1=CC=C(C=C1)C(N1[C@@H](CN(CC1)C1=C(C(N(C=2C=CC(=NC12)C#N)C)=O)C#N)C)C1=CC=C(C=C1)C